BrC1=CC=C2N=C(C=3N(C2=C1)C=NC3)NC(C)(C)C 8-bromo-N-(tert-butyl)imidazo[1,5-a]quinoxalin-4-amine